The molecule is a member of the class of chalcones that is acetophenone in which one of the methyl hydrogens has been replaced by a benzylidene group. It has a role as a plant metabolite. It is a member of styrenes and a member of chalcones. C1=CC=C(C=C1)/C=C/C(=O)C2=CC=CC=C2